FC(S(=O)(=O)O)(F)F.N[C@@H](CCCCN)C(=O)O lysine, trifluoromethanesulfonate salt